(1S)-2-methoxy-1-phenyl-ethan-1-amine COC[C@@H](N)C1=CC=CC=C1